5-[(4-guanidinophenyl)sulfonylamino]thiazole-4-carboxylic acid N(C(=N)N)C1=CC=C(C=C1)S(=O)(=O)NC1=C(N=CS1)C(=O)O